Methyl 2-((5R,7R)-7-isopropyl-2,2,3,3,11,11-hexamethyl-9-oxo-4,10-dioxa-8-aza-3-siladodecan-5-yl)thiazole-4-carboxylate C(C)(C)[C@@H](C[C@@H](O[Si](C(C)(C)C)(C)C)C=1SC=C(N1)C(=O)OC)NC(OC(C)(C)C)=O